FC(C(=O)O)(F)F.C(#N)CC(=O)NC1=CC(=CC=C1)C(CC#N)N1N=CC(=C1)C=1C2=C(N=CN1)NC=C2 2-cyano-N-(3-{2-cyano-1-[4-(7H-pyrrolo[2,3-d]pyrimidin-4-yl)-1H-pyrazol-1-yl]ethyl}phenyl)-acetamide trifluoroacetate